N-((3S,4S)-3-((6-(2,6-dichloro-3,5-dimethoxyphenyl)thieno[2,3-d]pyrimidin-2-yl)amino)tetrahydro-2H-pyran-4-yl)acrylamide ClC1=C(C(=C(C=C1OC)OC)Cl)C1=CC2=C(N=C(N=C2)N[C@@H]2COCC[C@@H]2NC(C=C)=O)S1